7-cyclopentyl-2-{[(3s,4r)-3-hydroxyoxazol-4-yl]amino}-N,N-dimethylpyrrolo[2,1-f][1,2,4]triazine-6-carboxamide C1(CCCC1)C1=C(C=C2C=NC(=NN21)NC=2N(COC2)O)C(=O)N(C)C